BrC1=CC=C(N=N1)CN[C@@H](COC)C (R)-N-((6-bromopyridazin-3-yl)methyl)-1-methoxypropan-2-amine